C1(CCCCC1)C[C@H](C(=O)N1CC2(CCCC2)C(CC1)(O)CN1C=C(C(=CC1=O)C1=CSC=C1)C(=O)N(C)C)C 1-((7-((R)-3-cyclohexyl-2-methylpropanoyl)-10-hydroxy-7-azaspiro[4.5]decan-10-yl)methyl)-N,N-dimethyl-6-oxo-4-(thien-3-yl)-1,6-dihydropyridine-3-carboxamide